C1(CC1)C=1N=CN(C1)C1=CC(=C(C=C1)S(=O)(=O)N1CCN(C2=CC=CC(=C12)C)C)C 4-[4-(4-cyclopropylimidazol-1-yl)-2-methyl-phenyl]sulfonyl-1,5-dimethyl-2,3-dihydroquinoxaline